1-[6-(4-methanesulfonylpiperidin-1-yl)pyridin-3-yl]-2',7-dimethyl-1H,2'H-3,4'-biindazole CS(=O)(=O)C1CCN(CC1)C1=CC=C(C=N1)N1N=C(C2=CC=CC(=C12)C)C=1C2=CN(N=C2C=CC1)C